(3,5-dimethoxyphenyl)cyclohexan-1-one COC=1C=C(C=C(C1)OC)C1C(CCCC1)=O